BrC1=CC=C2C=NC(C2=C1)=O 6-bromoisoindol-1-one